m-chloroperoxybenzic acid ClC=1C=C(C(=O)OO)C=CC1